C(N)(=O)C1=C(C=C(NC2=NC=C(C(=N2)N[C@H](CO)C2=CC=CC=C2)C(=O)OCC)C=C1)C Ethyl 2-(4-carbamoyl-3-methyl-anilino)-4-[[(1S)-2-hydroxy-1-phenyl-ethyl]amino]pyrimidine-5-carboxylate